N-[19-(2,5-Dioxo-2,5-dihydro-1H-pyrrol-1-yl)-17-oxo-4,7,10,13-tetraoxa-16-azanonadecan-1-oyl]-L-valyl-N5-carbamoyl-L-ornithin O=C1N(C(C=C1)=O)CCC(NCCOCCOCCOCCOCCC(=O)N[C@@H](C(C)C)C(=O)N[C@@H](CCCNC(N)=O)C(=O)O)=O